N-(2-((5-cyano-4-(1-(2-hydroxyethyl)-1H-indol-3-yl)pyrimidin-2-yl)amino)-5-(4-ethylpiperazin-1-yl)phenyl)acrylamide C(#N)C=1C(=NC(=NC1)NC1=C(C=C(C=C1)N1CCN(CC1)CC)NC(C=C)=O)C1=CN(C2=CC=CC=C12)CCO